CN(C[C@H](OC=1N=C(C2=C(N1)CN(CC2)C2=C1C=NN(C1=CC=C2C)C2OCCCC2)N2CC(N(CC2)C(C=C)=O)CC#N)C)C 2-[4-(2-[(1R)-2-(dimethylamino)-1-methyl-ethoxy]-7-(5-methyl-1-tetrahydropyran-2-yl-indazol-4-yl)-6,8-dihydro-5H-pyrido[3,4-d]pyrimidin-4-yl)-1-prop-2-enoyl-piperazin-2-yl]acetonitrile